Tert-butyl 3-(4-(((2R,7aS)-2-fluorotetrahydro-1H-pyrrolizin-7a(5H)-yl)methoxy)-6-vinyl-1,3,5-triazin-2-yl)-3,8-diazabicyclo[3.2.1]octane-8-carboxylate F[C@@H]1C[C@@]2(CCCN2C1)COC1=NC(=NC(=N1)C=C)N1CC2CCC(C1)N2C(=O)OC(C)(C)C